ClC=1N(C=CN1)C(C)C1=CC=C(C=C1)C1=C(SC(=C1)CC(C)C)S(=O)(=O)NC([O-])=O (3-(4-(1-(2-chloro-1H-imidazol-1-yl)ethyl)phenyl)-5-isobutylthiophen-2-yl)sulfonylcarbamate